F[C@@H]1C2CC[C@@H](C[C@@H]1N(C)C1=CN=C(N=N1)C=1C=C3C=CN(C(C3=CC1O)=O)C)N2C(=O)OC(C)(C)C tert-Butyl (2S,3S,5S)-2-fluoro-3-{[3-(7-hydroxy-2-methyl-1-oxoisoquinolin-6-yl)-1,2,4-triazin-6-yl](methyl)amino}-8-azabicyclo[3.2.1]octane-8-carboxylate